CC1=C(C=C(C=C1)C(=O)O)N2C(=CC(=C2C)C=O)C METHYLBENZOIC ACID